4-(7-(4-(4-Acetylpiperazin-1-yl)phenyl)-1-isopropyl-3-methyl-2-oxo-1,2,3,6-tetrahydroimidazo[4,5-d]pyrrolo[2,3-b]pyridin-8-yl)benzonitril C(C)(=O)N1CCN(CC1)C1=CC=C(C=C1)C1=C(C=2C(=NC=C3C2N(C(N3C)=O)C(C)C)N1)C1=CC=C(C#N)C=C1